1-cyclopropyl-6-(4-(2-isopropyl-2,7-diazaspiro[3.5]nonan-7-yl)phenyl)-2-(4-(methylsulfonyl)phenyl)-1H-imidazo[4,5-c]pyridine C1(CC1)N1C(=NC=2C=NC(=CC21)C2=CC=C(C=C2)N2CCC1(CN(C1)C(C)C)CC2)C2=CC=C(C=C2)S(=O)(=O)C